C(C)(C)(C)C=1C=C(C=C(C1O)C(C)(C)C)C(C(=O)O)=C 3,5-di-tert-butyl-4-hydroxyphenylacrylic acid